ClC1=C(C=C2C(=NC=NC2=C1)N1CC(C1)NC(C=C)=O)C1=C(C=CC=C1)Cl N-(1-(7-chloro-6-(2-chlorophenyl)quinazolin-4-yl)azetidin-3-yl)acrylamide